(4-chloro-1-methyl-1H-imidazol-2-yl)benzonitrile ClC=1N=C(N(C1)C)C1=C(C#N)C=CC=C1